C(C)(CC)NC(C=CN1C=2N(C3=CC=CC=C3C1=O)C(NN2)=S)=O N-(sec-Butyl)-3-(5-oxo-1-thioxo-1,2-dihydro-[1,2,4]triazolo[4,3-a]quinazolin-4(5H)-yl)propenamide